CNC(=O)CNC(=O)C1=CC2=C(N(C(=N2)NC=2SC3=C(N2)C=CC(=C3)C(F)(F)F)C)C=C1 1-Methyl-2-(6-trifluoromethyl-benzothiazol-2-ylamino)-1H-benzoimidazole-5-carboxylic acid methylcarbamoylmethyl-amide